5-((6-Chloroimidazo[1,2-a]pyridin-7-yl)amino)-3-(3-hydroxy-3-methylbutyl)-1-methyl-1,3-dihydro-2H-benzo[d]imidazol-2-one ClC=1C(=CC=2N(C1)C=CN2)NC2=CC1=C(N(C(N1CCC(C)(C)O)=O)C)C=C2